4-(2-(2-chlorophenyl)-5,7-dihydroxy-4-oxo-4H-chromen-8-yl)-1-methylpiperidin-3-yl L-serinate N[C@@H](CO)C(=O)OC1CN(CCC1C=1C(=CC(=C2C(C=C(OC12)C1=C(C=CC=C1)Cl)=O)O)O)C